FC1=CC=2[C@](C3=CC=CC=C3C2C(=C1)C=1C=NN(C1)[C@@H](C(=O)NNC1=CC=C(C=C1)F)C)(C(F)(F)F)O (R)-2-(4-((R)-2-fluoro-9-hydroxy-9-(trifluoromethyl)-9H-fluoren-4-yl)-1H-pyrazol-1-yl)-N'-(4-fluorophenyl)propanehydrazide